NC=1CNC2=CC(=C(N=C2C1C1=C2C=NNC2=C(C=C1)F)I)C 3-Amino-4-(7-fluoro-1H-indazol-4-yl)-6-iodo-7-methyl-1H-1,5-naphthyridin